methyl (2Z)-2-{[(benzyloxy)carbonyl]amino}-3-(4-methoxynaphthalen-2-yl)prop-2-enoate C(C1=CC=CC=C1)OC(=O)N\C(\C(=O)OC)=C/C1=CC2=CC=CC=C2C(=C1)OC